C(C)(C)(C)OC(=O)N1CCC(CC1)C=1N=CC=C2C1N(C(=C2)C2=NN1C(C(=CC(=C1)C(=O)OC)OC)=C2C)CC2CC2 methyl 2-(7-(1-(tert-butoxycarbonyl) piperidin-4-yl)-1-(cyclopropylmethyl)-1H-pyrrolo[2,3-c]pyridin-2-yl)-4-methoxy-3-methylpyrazolo[1,5-a]pyridine-6-carboxylate